NC1=NC(=NC=C1)C=1C(=NN(C1OCC[C@H](C)NC1=C(C=NC(=C1)Cl)C1=NC=C(C=C1F)CN1CCC(CC1)C1(CC1)O)C)C (S)-1-(1-((4'-((4-((4-(4-Aminopyrimidin-2-yl)-1,3-dimethyl-1H-pyrazol-5-yl)oxy)butan-2-yl)amino)-6'-chloro-3-fluoro-[2,3'-bipyridin]-5-yl)methyl)piperidin-4-yl)cyclopropan-1-ol